C(C)(C)(C)OC(=O)N1C(COCC1)C(=O)N1CC=2N(C=3C(=C(C=CC3C2C=2C=NNC2)Cl)Cl)CC1.C(C1=CC=CC=C1)OC1=C(C=C(C=C1)OC)C(=O)C1=CC=CC=C1 (2-benzyloxy-5-methoxyphenyl)(phenyl)methanone tert-butyl-3-(6,7-dichloro-10-(1H-pyrazol-4-yl)-1,2,3,4-tetrahydropyrazino[1,2-a]indole-2-carbonyl)morpholine-4-carboxylate